P(=O)(O)(O)O[C@]1([C@]([C@@H](O[C@@H]1CO)N1C=NC=2C(=O)NC(N)=NC12)(O)F)C 2'-fluoro-3'-methyl-guanosine-3'-phosphate